N[C@H]1CS(C=C1)(=O)=O 3-amino-2,3-(R)-dihydrothiophene 1,1-dioxide